The molecule is an acyl-CoA that results from the formal condensation of the thiol group of coenzyme A with the carboxy group of dihydrocaffeic acid. It derives from a 3-(3,4-dihydroxyphenyl)propanoic acid. It is a conjugate acid of a dihydrocaffeoyl-CoA(4-). CC(C)(COP(=O)(O)OP(=O)(O)OC[C@@H]1[C@H]([C@H]([C@@H](O1)N2C=NC3=C(N=CN=C32)N)O)OP(=O)(O)O)[C@H](C(=O)NCCC(=O)NCCSC(=O)CCC4=CC(=C(C=C4)O)O)O